N-((1S,2R)-2-(6-fluoro-2,3-dimethylphenyl)-1-(5-oxo-4,5-dihydro-1,3,4-oxadiazol-2-yl)propyl)-3,4-dihydroquinoline-1(2H)-sulfonamide FC1=CC=C(C(=C1[C@H]([C@@H](C=1OC(NN1)=O)NS(=O)(=O)N1CCCC2=CC=CC=C12)C)C)C